BrC=1C(=C2N(CCN(C2=O)CC2=CC=C(C=C2)OC)C1COC1CCOCC1)NC1=C(C(=CC=C1)Cl)C 7-bromo-8-((3-chloro-2-methylphenyl)amino)-2-(4-methoxybenzyl)-6-(((tetrahydro-2H-pyran-4-yl)oxy)methyl)-3,4-dihydropyrrolo[1,2-a]pyrazin-1(2H)-one